methyl-tetrahydrofuran-2-carboxylate COC(=O)C1OCCC1